3-bromophenethylacrylate BrC=1C=C(CCOC(C=C)=O)C=CC1